FC1(C(N(C2=C(N(C1)C(C)C)N=C(N=C2)NC2=CC(=C(C(=O)NC1CC3(C1)CCNCC3)C=C2OC)F)C)=O)F 4-((7,7-difluoro-9-isopropyl-5-methyl-6-oxo-6,7,8,9-tetrahydro-5H-pyrimido[4,5-b][1,4]diazepin-2-yl)amino)-2-fluoro-5-methoxy-N-(7-azaspiro[3.5]nonan-2-yl)benzamide